9-(4-hydroxy-3-hydroxymethyl-2-methylenecyclopent-1-yl)guanine OC1C(C(C(C1)N1C=2N=C(NC(C2N=C1)=O)N)=C)CO